3-(5-(3-amino-7-((3-fluoropyrrolidin-1-yl)methyl)-1H-pyrazolo[4,3-b]pyridin-5-yl)-1-oxoisoindolin-2-yl)piperidine-2,6-dione NC1=NNC=2C1=NC(=CC2CN2CC(CC2)F)C=2C=C1CN(C(C1=CC2)=O)C2C(NC(CC2)=O)=O